OC=1C=C(C=CC1C1=NC=C(N=C1)N(C1CC(NC(C1)(C)C)(C)C)C)C1=CC(N(C=C1)C)=O 4-(3-hydroxy-4-{5-[methyl(2,2,6,6-tetramethylpiperidin-4-yl)amino]pyrazin-2-yl}phenyl)-1-methylpyridin-2(1H)-on